N1(N=NC=C1)CCC(=O)N1CC(=CCC1)C=1NC2=C(C=C(C=C2C1)C(=O)N(C)C)C1=C(C=C(C=C1)N1CCNCC1)OC 2-(1-(3-(1H-1,2,3-triazol-1-yl)propanoyl)-1,2,5,6-tetrahydropyridin-3-yl)-7-(2-methoxy-4-(piperazin-1-yl)phenyl)-N,N-dimethyl-1H-indole-5-carboxamide